o-methyl-p-bromo-benzoate CC1=C(C(=O)[O-])C=CC(=C1)Br